3-{[3-(trifluoromethyl)phenoxy]methyl}azetidine-1-carboxamide FC(C=1C=C(OCC2CN(C2)C(=O)N)C=CC1)(F)F